O=C1NC(CCC1N1C(C2=CC=C(C=C2C1)N1CCC(CC1)OC1CCN(CC1)C(=O)OC(C)(C)C)=O)=O tert-butyl 4-((1-(2-(2,6-dioxopiperidin-3-yl)-1-oxoisoindolin-5-yl)piperidin-4-yl)oxy)piperidine-1-carboxylate